3-methyl-4-phenylphenylmagnesium bromide CC=1C=C(C=CC1C1=CC=CC=C1)[Mg]Br